2-cyano-3-chloroaniline C(#N)C1=C(N)C=CC=C1Cl